FC1=C2C=CN(C2=C(C=C1)C(=O)NC1CC2(CCC2)C1)CC1=CC=C(C=C1)OC1CCOCC1 (Ra)-6-(4-Fluoro-1-(4-((tetrahydro-2H-pyran-4-yl)oxy)benzyl)-1H-indol-7-carboxamido)-spiro[3.3]heptan